2-(5-(3-((2-chloro-5-iodopyridin-4-yl)amino)propoxy)-1-methyl-1H-pyrazol-4-yl)pyrimidin-4-amine ClC1=NC=C(C(=C1)NCCCOC1=C(C=NN1C)C1=NC=CC(=N1)N)I